Cobalt Imidazolate [N-]1C=NC=C1.[Co+2].[N-]1C=NC=C1